4-bromo-6-nitroisoindoline-1,3-dione BrC1=C2C(NC(C2=CC(=C1)[N+](=O)[O-])=O)=O